(4-isopropylcyclohexyl) ethyl fumarate C(\C=C\C(=O)OCC)(=O)OC1CCC(CC1)C(C)C